1,3-Diethylbenzimidazolium methanesulfonate CS(=O)(=O)[O-].C(C)[N+]1=CN(C2=C1C=CC=C2)CC